N-((S)-1-(4-Methylphenyl)ethyl)-4-((R)-3-(3-(trifluoromethyl)phenoxy)pyrrolidin-1-yl)tetrahydro-2H-pyran-4-carboxamide, hydrochloride Cl.CC1=CC=C(C=C1)[C@H](C)NC(=O)C1(CCOCC1)N1C[C@@H](CC1)OC1=CC(=CC=C1)C(F)(F)F